ClC=1C=C(C=CC1F)C1=NC=CC=C1C=1C=C2C(=NC=NC2=CC1)OCCN(CC)CC 2-((6-(2-(3-Chloro-4-fluorophenyl)pyridin-3-yl)quinazolin-4-yl)oxy)-N,N-diethylethan-1-amine